5-((4-(4-methylthiazol-5-yl)benzyl)carbamoyl)pyrrolidin-3-yl acetate C(C)(=O)OC1CNC(C1)C(NCC1=CC=C(C=C1)C1=C(N=CS1)C)=O